6-fluoro-3,4-dihydro-isoquinolin FC=1C=C2CCN=CC2=CC1